OC1=C2CC(CCC2=CC(=C1C)OC)CC1=CC(=C(C=C1)OC)O 5-hydroxy-3-(3-hydroxy-4-methoxybenzyl)-7-methoxy-6-methyl-tetralin